2-methyl-propyl-2-methyl-2-isobutyl-1,3-dimethoxypropane CC(CC(C(COC)(CC(C)C)C)OC)C